BrC1=CC(=C(C#N)C=C1)Cl 4-Bromo-2-chloro-benzonitrile